C(#N)C(C(=O)OCCCS(=O)(=O)O)=C sulfopropyl cyanoacrylate